ClC1=C(OC2=NC=NC3=CC(=CC(=C23)O[C@H](C(F)(F)F)C)N2N=C(N(C2=O)CC)CO)C(=CC=C1)F (S)-2-(4-(2-Chloro-6-fluorophenoxy)-5-((1,1,1-trifluoropropan-2-yl)oxy)quinazolin-7-yl)-4-ethyl-5-(hydroxymethyl)-2,4-dihydro-3H-1,2,4-triazol-3-one